N-(4-(trifluoromethoxy)benzyl)prop-2-en-1-amine FC(OC1=CC=C(CNCC=C)C=C1)(F)F